FC1=C(C=CC(=C1)F)N1N=CC2=C1N=C(NC2=O)CO 1-(2,4-difluorophenyl)-6-(hydroxymethyl)-5H-pyrazolo[3,4-d]pyrimidin-4-one